FC1=C(C=CC(=C1)C(F)(F)F)C1=CC2(CC(C2)N)C1 6-(2-fluoro-4-(trifluoromethyl)phenyl)spiro[3.3]hept-5-en-2-amine